BrC=1C=C(C=CC1)C(CCCC(CO)(C)C)OC1OCCCC1 6-(3-bromophenyl)-2,2-dimethyl-6-tetrahydropyran-2-yloxy-hexan-1-ol